FC1C(N(C2=C(N(C1)C(C)C)N=C(N=C2F)NCC2=CC=C(C=C2)OC)C)=O difluoro-9-isopropyl-2-((4-methoxybenzyl)amino)-5-methyl-5,7,8,9-tetrahydro-6H-pyrimido[4,5-b][1,4]diazepin-6-one